3-[3-(2-chloro-6-methyl-4-pyridinyl)-5-[(1-methyl-4-piperidinyl)amino]pyrazolo[1,5-a]pyrimidin-2-yl]benzonitrile ClC1=NC(=CC(=C1)C=1C(=NN2C1N=C(C=C2)NC2CCN(CC2)C)C=2C=C(C#N)C=CC2)C